triisopropylcyclopentadienyl-ytterbium C(C)(C)C1=C(C(C=C1)([Yb])C(C)C)C(C)C